CS(=O)(=O)O.N1(CCCC2=CC=CC=C12)C(=O)N 3,4-dihydroquinoline-1(2H)-formamide methanesulfonate